CC1NC(CCC1)C 2,6-dimethyl-piperidine